C(C1=CC=CC=C1)NC=1C(C(C1NC1=CC=C(C=C1)C1=NOC(=N1)C(F)(F)Cl)=O)=O 3-(benzylamino)-4-((4-(5-(chlorodifluoromethyl)-1,2,4-oxadiazol-3-yl)phenyl)amino)cyclobut-3-ene-1,2-dione